C(C1=CC=CC=C1)NC(N(C1=NC=C(C=C1)C=1C=NN(C1)C)[C@@H]1CC[C@H](CC1)NC1=NC=C(C(=N1)NCCN1CCOCC1)C#N)=O 3-benzyl-1-(trans-4-((5-cyano-4-((2-(morpholin-4-yl)-ethyl)amino)-pyrimidin-2-yl)-amino)cyclohexyl)-1-(5-(1-methyl-1H-pyrazol-4-yl)-pyridin-2-yl)urea